C(N)(=N)N[C@@H](CCCCN)C(=O)N[C@@H](CCCCN)C(=O)O guanyl-L-lysyl-L-lysine